C1(=CC=CC=C1)OC1=CC=C(C=C1)C1=NNC2=NC=NC(=C21)N 3-[4-(phenyloxy)phenyl]pyrazolo[3,4-d]pyrimidine-4-Amine